[Zn].C1=CC=C2C=CC=C3C4=CC=CC5=CC=CC(C1=C23)=C45 perylene zinc